C(C)C1=CC=C(C=C1)S(=O)(=O)OC1=C(C=CC=C1)NC(NC1=C(C=CC=C1)OS(=O)(=O)C1=CC=C(C=C1)CC)=O bis-[2-(p-ethylphenylsulphonyloxy)phenyl]urea